ClC1=C(C=CC=C1C(F)(F)F)C(=O)N (2-chloro-3-(trifluoromethyl)phenyl)carboxamide